C[C@H]1N(CCOC1)C1=CC(NC(=C1)N1C(COCC1)C1=CC=CC=C1)=O 4-[(3R)-3-methylmorpholin-4-yl]-6-(3-phenylmorpholin-4-yl)-1H-pyridin-2-one